[Na].[V] vanadium compound with sodium